4-Hydroxy-piperidine-1-carboxylic acid [7-methoxy-4-(1-methyl-1H-pyrazol-4-yl)-1H-benzoimidazol-2-yl]-amide COC1=CC=C(C2=C1NC(=N2)NC(=O)N2CCC(CC2)O)C=2C=NN(C2)C